C(C)(C)(C)OC(=O)N1CCN(CC1)C=1C=CC=2C3=C(N(C2C1)CC1=CC=C(C=C1)OC)C(N(C3)C3C(NC(CC3)=O)=O)=O 4-(2-(2,6-dioxopiperidin-3-yl)-4-(4-methoxybenzyl)-3-oxo-1,2,3,4-tetrahydropyrrolo[3,4-b]indol-6-yl)piperazine-1-carboxylic acid tert-butyl ester